FC(C=1C(=CC(=NC1)C=1C=NC(=NC1)C(F)(F)F)CO)(F)F [5-(trifluoromethyl)-2-[2-(trifluoromethyl)pyrimidin-5-yl]Pyridin-4-yl]Methanol